2-methyl-3,4-dihydroisoquinolin-1-one CN1C(C2=CC=CC=C2CC1)=O